C(=O)OC1(CCC1)C#CC1=CNC2=NC=C(C=C21)C2=CC(=C(C(=C2)C)N2CCN(CC2)C)C 1-((5-(3,5-dimethyl-4-(4-methylpiperazin-1-yl)phenyl)-1H-pyrrolo[2,3-b]pyridin-3-yl)ethynyl)cyclobutanol formate